4-bromo-N-[8-(4,4-difluoropiperidin-1-yl)-7-fluoroquinolin-6-yl]naphthalene-1-carboxamide BrC1=CC=C(C2=CC=CC=C12)C(=O)NC=1C=C2C=CC=NC2=C(C1F)N1CCC(CC1)(F)F